CC=1C(=C(C(=O)O)C=CN1)NCC=1C(=NN(C1)C1=CC=CC=C1)C1=CC=CC=C1.COC(C1=C(C=NC=C1)/N=C/C=1C(=NN(C1)C1=CC=CC=C1)C1=CC=CC=C1)=O (E)-3-(((1,3-diphenyl-1H-pyrazol-4-yl)methylene)amino)isonicotinic acid methyl ester (methyl (E)-3-(((1,3-diphenyl-1H-pyrazol-4-yl) methyl) amino) isonicotinate)